5-((1-(3-(4-(5-chloropyrimidin-2-yl)piperazin-1-yl)-3-oxopropoxy)-3-methoxypropan-2-yl)oxy)-4-(trifluoromethyl)-2-((2-(trimethylsilyl)ethoxy)methyl)pyridazin-3(2H)-one ClC=1C=NC(=NC1)N1CCN(CC1)C(CCOCC(COC)OC1=C(C(N(N=C1)COCC[Si](C)(C)C)=O)C(F)(F)F)=O